IC1=C2C(=NN1C)CN(C2)C(=O)OC(C)(C)C tert-butyl 3-iodo-2-methyl-2,6-dihydropyrrolo[3,4-c]pyrazole-5(4H)-carboxylate